CC1(NCC2=C1NN=C2)C 6,6-dimethyl-1,4,5,6-tetrahydropyrrolo[3,4-c]pyrazol